2-[2-(2-azidoethoxy)ethoxy]ethylamine N(=[N+]=[N-])CCOCCOCCN